ethyl 2-(4-hydroxy-1H-pyrazol-1-yl)-3-methylbutanoate OC=1C=NN(C1)C(C(=O)OCC)C(C)C